C(=O)C1=CC=C2C(=NN(C2=C1)C(=O)OC(C)(C)C)I TERT-BUTYL 6-FORMYL-3-IODO-1H-INDAZOLE-1-CARBOXYLATE